O1C(=CC=C1)C([C@H](O)[C@H](O)CO)O furylerythritol